N1(C[C@@]2(CCC1)[C@@H]1C[C@@H]1CO2)C(C(=O)NC=2C=C(C=NC2)C(=O)N)=O |&1:2| rac-5-{2-[(1R,5S)-3-Oxaspiro[bicyclo[3.1.0]hexane-2,3'-piperidine]-1'-yl]-2-oxoacetamido}pyridine-3-carboxamide